FC1=C(C=C(C=C1)C1CCN(CC1)C(=O)C1CC2(C1)NC(OC2)=O)C (2s,4s)-2-(4-(4-fluoro-3-methylphenyl)piperidine-1-carbonyl)-7-oxa-5-azaspiro[3.4]Octane-6-one